2-(trans-4-aminocyclohexyl)acetic acid ethyl ester C(C)OC(C[C@@H]1CC[C@H](CC1)N)=O